2-(4-Methoxyphenyl)-3-methylundec-4-yn-2-ol COC1=CC=C(C=C1)C(C)(C(C#CCCCCCC)C)O